OP([O-])(=O)OP(=O)([O-])O.[NH4+].[NH4+] diammonium hydrogen pyrophosphate